FC(N1N=C(C=C1)S(=O)(N)=NC(NC1=C2C(=NC3=C1CCC3)C(CC2)CC)=O)F 1-(Difluoromethyl)-N'-((3-ethyl-1,2,3,5,6,7-hexahydrodicyclopenta[b,e]pyridin-8-yl)carbamoyl)-1H-pyrazole-3-sulfonimidamide